CC1CC2(N(C(C1)C2)C(=O)NC2=CC(=C(C=C2)C(F)(F)F)C2=NN(N=C2)C)C=2OC(=NN2)C cis-3-methyl-1-(5-methyl-1,3,4-oxadiazol-2-yl)-N-(3-(2-methyl-2H-1,2,3-triazol-4-yl)-4-(trifluoromethyl)phenyl)-6-azabicyclo[3.1.1]heptane-6-carboxamide